4-[3-[2,6-Dichloro-4-[(1R,4r,6R)-6-methoxy-1-methyl-2-azaspiro[3.3]heptan-2-yl]benzoyl]-2,4-dihydro-1,3-benzoxazin-8-yl]-5-fluoro-2-(3-oxa-8-azabicyclo[3.2.1]oct-8-yl)benzoic acid ClC1=C(C(=O)N2COC3=C(C2)C=CC=C3C3=CC(=C(C(=O)O)C=C3F)N3C2COCC3CC2)C(=CC(=C1)N1[C@@H](C2(C1)CC(C2)OC)C)Cl